5-(1-isopropyl-2-methyl-1H-imidazo[4,5-b]pyridin-6-yl)-N-(2-(4-methylpiperazin-1-yl)pyridin-4-yl)-7H-pyrrolo[2,3-d]pyrimidin-2-amine C(C)(C)N1C(=NC2=NC=C(C=C21)C2=CNC=1N=C(N=CC12)NC1=CC(=NC=C1)N1CCN(CC1)C)C